ClC1=NC=CC(=C1C)C=1NC2=CC=C(C=C2C1C(C)C)C1CCNCC1 2-(2-chloro-3-methylpyridin-4-yl)-3-isopropyl-5-(piperidin-4-yl)-1H-indole